CC(CC(C)(C)C)(C)OOC(C(=O)[O-])(CCCC)CC 1,1,3,3-Tetramethylbutylperoxy-2-ethylhexanoat